7,7-difluorohexahydropyrrolo[1,2-a]pyrazine FC1(CC2N(CCNC2)C1)F